CN1C(N(CC(C1)O[Si](C(C)C)(C(C)C)C(C)C)C)=O 1,3-dimethyl-5-((triisopropylsilyl)oxy)tetrahydropyrimidin-2(1H)-one